CC1=CC=C(CC(C=O)CCCCC)C=C1 2-(4-methyl-benzyl)heptanal